3-ethoxy-3'-(2-hydroxy-1,2-oxaborolan-4-yl)-4-methoxy-[1,1'-biphenyl]-2-carbonitrile C(C)OC1=C(C(=CC=C1OC)C1=CC(=CC=C1)C1CB(OC1)O)C#N